CC1=CC=C(C=C1)S(=O)(=O)OC(CC)CC Penta-3-yl 4-methylbenzenesulfonate